C1(C=CC=C1)[Hf](N(C)CC)(N(C)CC)N(CC)C cyclopentadienyl-tris(methylethylamino)hafnium